FC(C(C(F)(F)F)OC(=O)N1CCC2(CCCN2CC2=C(C=C(C=C2)C(F)(F)F)NCCC(C(=O)O)(C)C)CC1)(F)F 4-((2-((8-(((1,1,1,3,3,3-Hexafluoropropan-2-yl)oxy)carbonyl)-1,8-diazaspiro[4.5]decan-1-yl)methyl)-5-(trifluoromethyl)phenyl)amino)-2,2-dimethylbutanoic acid